tert-butyl (R)-2-(3-(3-(3,4-dimethoxyphenyl)-1-hydroxypropyl)-5-fluorophenoxy)acetate COC=1C=C(C=CC1OC)CC[C@@H](O)C=1C=C(OCC(=O)OC(C)(C)C)C=C(C1)F